1-octyl-dimethyl-chlorosilane tert-butyl-2-((8-bromo-3,7-dimethyl-2,6-dioxo-2,3,6,7-tetrahydro-1H-purin-1-yl)methyl)-1H-benzo[d]imidazole-1-carboxylate C(C)(C)(C)OC(=O)N1C(=NC2=C1C=CC=C2)CN2C(N(C=1N=C(N(C1C2=O)C)Br)C)=O.C(CCCCCCC)[Si](Cl)(C)C